FC=1C(=CC2=C(C(N3[C@@H](CO2)C[C@@H](C3)O)=O)C1OCC1(CC1)F)C (2S,11aR)-7-Fluoro-6-((1-fluorocyclopropyl)methoxy)-2-hydroxy-8-methyl-2,3,11,11a-tetrahydro-1H,5H-benzo[f]pyrrolo[2,1-c][1,4]oxazepin-5-one